1,2,3-triphenyl-sulfonyloxypropane C1(=CC=CC=C1)S(=O)(=O)OCC(COS(=O)(=O)C1=CC=CC=C1)OS(=O)(=O)C1=CC=CC=C1